2-(ethoxy-methylphosphoryl)-acetaldehyde C(C)OP(=O)(C)CC=O